O1CCN(CC1)C1=CC(=C2N=CC=NC2=C1)C1(CCC(CC1)NC1=NC=CC=N1)N 1-(7-morpholinoquinoxalin-5-yl)-N4-(pyrimidin-2-yl)cyclohexane-1,4-diamine